OC1=C(C=C(C=C1)C=CC(CC(\C=C\C1=CC(=C(C=C1)O)OC)=O)=O)OC 6E-1,7-bis(4-hydroxy-3-methoxyphenyl)hepta-1,6-diene-3,5-dione